chloro(methoxy)methane ClCOC